6-bromo-2-phenyl-pyrazolo[1,5-a]pyridine-3-carboxylic acid BrC=1C=CC=2N(C1)N=C(C2C(=O)O)C2=CC=CC=C2